2-(3-((tert-butoxycarbonyl)amino)bicyclo[1.1.1]pentan-1-yl)propan-2-yl (S)-1-(4-fluorophenyl)-3,4-dihydroisoquinoline-2(1H)-carboxylate FC1=CC=C(C=C1)[C@@H]1N(CCC2=CC=CC=C12)C(=O)OC(C)(C)C12CC(C1)(C2)NC(=O)OC(C)(C)C